CC1(CCN(CC1)C=1OC2=C(C=C(C=C2C(C1)=O)C)[C@@H](C)N[S@](=O)C(C)(C)C)C (R)-N-[(1R)-1-[2-(4,4-dimethyl-1-piperidyl)-6-methyl-4-oxo-chromen-8-yl]ethyl]-2-methyl-propane-2-sulfinamide